5-(dipentylamino)-5-oxopentanoic acid C(CCCC)N(C(CCCC(=O)O)=O)CCCCC